N[C@@](COC=1C(=CC(=NC1)C)C1=CC=2N(C=C1)N=C(C2)NC2=NC(=NC(=C2)C)C)(C(F)(F)F)C (S)-5-[5-(2-amino-3,3,3-trifluoro-2-methyl-propoxy)-2-methyl-4-pyridyl]-N-(2,6-dimethylpyrimidin-4-yl)pyrazolo[1,5-a]pyridin-2-amine